(5-(6-fluoro-1-methyl-[1,2,4]triazolo[4,3-a]quinazolin-5-yl)-2,3,4,5-tetrahydrobenzo[b][1,4]oxazepin-9-yl)-2-methylbut-3-yn-2-ol FC1=C2C(=NC=3N(C2=CC=C1)C(=NN3)C)N3C1=C(OCCC3)C(=CC=C1)CC(C#C)(O)C